Cl.COC1=C(NC)C=CC=C1 2-methoxy-N-methylaniline hydrochloride